N1CCC(CC1)C=1C=NC=CN1 3-(piperidin-4-yl)pyrazine